N-{4-[(3-amino-4-chloropyridin-2-yl)ethynyl]pyridin-2-yl}acetamide NC=1C(=NC=CC1Cl)C#CC1=CC(=NC=C1)NC(C)=O